(S)-6-(4-hydroxy-2-oxo-4-(trifluoromethyl)pyrrolidin-1-yl)-N-(6-methoxy-1-methyl-1H-pyrazolo[4,3-c]pyridin-7-yl)pyridine-3-sulfonamide O[C@]1(CC(N(C1)C1=CC=C(C=N1)S(=O)(=O)NC=1C2=C(C=NC1OC)C=NN2C)=O)C(F)(F)F